6-(3-Chloro-6-(difluoromethoxy)-2-fluorophenyl)-3-methoxy-N-(1-((R or S)-1-(6-methyl-5-((1R,5S)-2-oxo-3-azabicyclo[3.1.0]hexan-3-yl)pyrazin-2-yl)ethyl)-1H-pyrazol-4-yl)pyrazine ClC=1C(=C(C(=CC1)OC(F)F)C1=CN=C(CN1C=1C=NN(C1)[C@H](C)C1=NC(=C(N=C1)N1C([C@@H]2C[C@@H]2C1)=O)C)OC)F |o1:22|